COC1=CC=C2C=NN(C2=C1NS(=O)(=O)C=1C=NC(=CC1)C(CC(C(F)(F)F)=O)=O)C N-(6-methoxy-1-methylindazol-7-yl)-6-(4,4,4-trifluoro-3-oxobutanoyl)pyridine-3-sulfonamide